C(C1=CC=CC=C1)OC=1C=CC2=C(C(=C(O2)C)C(=O)NCC2N(CCC2)C(=O)OC(C)(C)C)C1 tert-butyl 2-((5-(benzyloxy)-2-methylbenzofuran-3-carboxamido)methyl)pyrrolidine-1-carboxylate